C(=O)(O)CNC1=CC=C(C=C1)CCCC(C(=O)O)(C)C 5-(4-((carboxymethyl)amino)phenyl)-2,2-dimethylpentanoic acid